triphenylsulfonium octylsulfate iodonium salt [IH2+].C(CCCCCCC)OS(=O)(=O)[O-].C1(=CC=CC=C1)[S+](C1=CC=CC=C1)C1=CC=CC=C1.C(CCCCCCC)OS(=O)(=O)[O-]